C(C(=C)C)(=O)OCCC[Si](OC)(OC)OC 3-methacryloyloxypropyltrimethyloxysilane